5-(3-Aminopropoxy)-2-methyl-N-(1-(naphthalen-1-yl)cyclopropyl)benzamide NCCCOC=1C=CC(=C(C(=O)NC2(CC2)C2=CC=CC3=CC=CC=C23)C1)C